BrC1=C(C=C(C(=O)N2CC=3N(CC2)C(N(C3C(=O)N[C@@H](C)C3=CC=CC=C3)C3=CC=CC=C3)=O)C=C1)Cl |r| 7-(4-bromo-3-chloro-benzoyl)-3-oxo-2-phenyl-N-[rac-(1S)-1-phenylethyl]-6,8-dihydro-5H-imidazo[1,5-a]pyrazine-1-carboxamide